C(CCCCCC)OC(C1=CC(=CC(=C1)OCCCCCCCC)OCCCCCCC(C)NCCO)=O 7-((2-hydroxyethyl)amino)-3,5-bis(octyloxy)benzoic acid heptyl ester